C(C)OC([C@H](OC1=NN(C2=C1CN(CC2)C(=O)OC(C)(C)C)C2=CC=C(C=C2)C(C)C)F)=O |r| tert-butyl (rac)-3-(2-ethoxy-1-fluoro-2-oxoethoxy)-1-(4-isopropylphenyl)-1,4,6,7-tetrahydro-5H-pyrazolo[4,3-c]pyridine-5-carboxylate